C(C)(C)(C)OC(=O)N1C=CC2=C(C=C(C=C12)C(CC(=O)OCC)C1=C(C2=C(N(N=N2)C)C=C1)C)CO 6-[1-(1,4-Dimethyl-1H-benzotriazol-5-yl)-3-ethoxy-3-oxopropyl]-4-(hydroxymethyl)-1H-indole-1-carboxylic acid tert-butyl ester